6-chloro-N-[(2,4-dimethoxyphenyl)methyl]-3-(2-methoxyethoxy)pyridazin-4-amine ClC1=CC(=C(N=N1)OCCOC)NCC1=C(C=C(C=C1)OC)OC